CC1=C(C=2N(C=C1C1=C(C=NN1)C(C)C)N=CN2)C 5-(7,8-dimethyl-[1,2,4]triazolo[1,5-a]pyridin-6-yl)-4-isopropyl-1H-pyrazole